4-bromo-7-trifluoromethylquinazoline BrC1=NC=NC2=CC(=CC=C12)C(F)(F)F